Cl.FC1=C(C=CC(=C1)F)[C@H]1NCC[C@H](C1)N(C(C(F)(F)F)=O)C N-((2S,4R)-2-(2,4-Difluorophenyl)piperidin-4-yl)-2,2,2-trifluoro-N-methylacetamide hydrochloride